5-(1,3-dioxan-2-yl)-4-{[4-(trifluoromethyl)phenyl]methoxy}pyrimidine O1C(OCCC1)C=1C(=NC=NC1)OCC1=CC=C(C=C1)C(F)(F)F